hydroxy-2-methyl-N-2-pyridyl-2H-1,2-benzothiazine-3-carboxamide 1,1-dioxide OC1=C(N(S(C2=C1C=CC=C2)(=O)=O)C)C(=O)NC2=NC=CC=C2